3-amino-5-(difluoromethyl)-4-hydroxybenzoic acid methyl ester COC(C1=CC(=C(C(=C1)C(F)F)O)N)=O